[Cl-].[N+](=O)([O-])C(C(=O)SCC1=CC=C(C(=O)NCC[NH3+])C=C1)C 2-(4-(((β-Nitropropanoyl)thio)methyl)benzamido)ethan-1-aminium chloride